5-(4-((3-ethyl-2,4-dioxo-1,2,3,4-tetrahydropyrido[3,2-d]pyrimidin-7-yl)methyl)piperazin-1-yl)-6-chloro-N-ethylpyridinecarboxamide C(C)N1C(NC2=C(C1=O)N=CC(=C2)CN2CCN(CC2)C=2C=CC(=NC2Cl)C(=O)NCC)=O